COC1=C(C=CC=C1)S(=O)(=O)NC1=NOC2=C1CC1(C3=CC=C(C=C32)N3[C@H]2C[C@H]2CC3=O)CC1 |o1:26,28| Rel-2-methoxy-N-(8'-((1S,5S)-3-oxo-2-azabicyclo[3.1.0]hexan-2-yl)-4'H-spiro[cyclopropane-1,5'-naphtho[2,1-d]isoxazol]-3'-yl)benzenesulfonamide